2-[(5-tert-butyl-1,2-oxazol-3-yl)methyl]-6-(4,4,5,5-tetramethyl-1,3,2-dioxaborolan-2-yl)-2,3-dihydro-1H-isoindol-1-one C(C)(C)(C)C1=CC(=NO1)CN1C(C2=CC(=CC=C2C1)B1OC(C(O1)(C)C)(C)C)=O